Cl.C(C)(C)OC1=CC=2N(C=C1NC(=O)C1=NC(=CC=C1)C(F)(F)F)C=C(N2)C2CCN(CC2)CC=O N-[7-isopropoxy-2-[1-(2-oxoethyl)-4-piperidinyl]imidazo[1,2-a]pyridin-6-yl]-6-(trifluoromethyl)pyridine-2-carboxamide HCl salt